S1C(=NC2=C1C=CC=C2)SCCCS(=O)(=O)[O-].[Na+] sodium 3-(benzothiazol-2-ylthio)-1-propanesulfonate